Pentandien C=CC=CC